1-methyl-3-(2-chloro-4-pyrimidyl)indole ethyl-3-amino-2,2-dimethylpropanoate hydrochloride Cl.C(C)OC(C(CN)(C)C)=O.CN1C=C(C2=CC=CC=C12)C1=NC(=NC=C1)Cl